(R or S)-2-(3-(2-(((R)-((R)-8-cyano-1,2,3,4-tetrahydroquinoxalin-2-yl)(phenyl)methyl)amino)ethyl)-4-fluorophenyl)propanoic acid C(#N)C=1C=CC=C2NC[C@@H](NC12)[C@@H](C1=CC=CC=C1)NCCC=1C=C(C=CC1F)[C@H](C(=O)O)C |o1:29|